COC(=O)C1=CN=C2C(=N1)N(C(=N2)C2=CC=C(C=C2)F)C 2-(4-fluorophenyl)-1-methyl-1H-imidazo[4,5-b]Pyrazine-6-carboxylic acid methyl ester